2-((5-(5-chloropyridin-2-yl)-2-methylphenyl)amino)-1-(4-(2-hydroxy-2-methylpropoxy)indolin-1-yl)ethan-1-one ClC=1C=CC(=NC1)C=1C=CC(=C(C1)NCC(=O)N1CCC2=C(C=CC=C12)OCC(C)(C)O)C